C(C)(C)(C)OC(=O)N1C(CNCC1)C1=NC=CC(=N1)NC1=CC=C(C=C1)C1=CN=NN1 (4-((4-(1H-1,2,3-triazol-5-yl)phenyl)amino)pyrimidin-2-yl)piperazine-1-carboxylic acid tert-butyl ester